C(COCCOC)(=O)[O-] 3,6-dioxaheptanoat